FC12CC(C1)(C2)C(CNC(OC(C)(C)C)=O)=O tert-butyl [2-(3-fluorobicyclo[1.1.1]pentan-1-yl)-2-oxoethyl]carbamate